ClC1=C(C=C(C=C1)NC(=O)N1C2CC(CC1C2)C(F)(F)F)[C@H]2[C@H](CC2)C#N cis-N-(4-chloro-3-((1R,2S)-2-cyanocyclobutyl)phenyl)-3-(trifluoromethyl)-6-azabicyclo[3.1.1]heptane-6-carboxamide